(S)-N-(3-(1-((4-methyl-4H-1,2,4-triazol-3-yl)thio)ethyl)phenyl)-4-(piperidine-1-carbonyl)picolinamide CN1C(=NN=C1)S[C@@H](C)C=1C=C(C=CC1)NC(C1=NC=CC(=C1)C(=O)N1CCCCC1)=O